(2S,3S,4R,5R)-3-(3,4-difluoro-2-hydroxy-phenyl)-4,5-dimethyl-5-(trifluoromethyl)tetrahydrofuran FC=1C(=C(C=CC1F)[C@H]1CO[C@]([C@@H]1C)(C(F)(F)F)C)O